Cl.Cl.Cl.N[C@@H](CCCCN)C(=O)O.N[C@@H](CCCCN)C(=O)O.N[C@@H](CCCCN)C(=O)O tri-lysine tri-hydrochloride